[C@@H]1([C@H](O)[C@H](O)[C@H](O1)CO)N1N=C(C(=C1)C(=O)N)C(=O)N 1-beta-D-ribofuranosyl-pyrazole-3,4-dicarboxamide